5-ethyl-2-hydroxy-3-methyl-cyclopent-2-en-1-one C(C)C1CC(=C(C1=O)O)C